FC1=C(C=CC=C1F)C1(CC1)C1(NC(=NC(=N1)C1=CC=C2C=NN(C2=C1)C1OCCCC1)N)N 4-[1-(2,3-Difluorophenyl)cyclopropyl]-6-(1-tetrahydropyran-2-ylindazol-6-yl)-1,3,5-triazine-2,4-diamine